4-(4,4-difluoropiperidin-3-yl)-2-methylpyridin 1-oxide hydrochloride Cl.FC1(C(CNCC1)C1=CC(=[N+](C=C1)[O-])C)F